ClC=1C(=NC(=C(C1)C#N)Cl)NC=1C=C2C=C(C(NC2=CC1)=O)OCC(=O)NC 2-((6-((3,6-Dichloro-5-cyanopyridin-2-yl)amino)-2-oxo-1,2-dihydroquinolin-3-yl)oxy)-N-methylacetamide